3-((2S)-2-((tetrahydro-2H-pyran-2-yl)oxy)propoxy)pyrrolidin-2-one O1C(CCCC1)O[C@H](COC1C(NCC1)=O)C